C(C=C)C1=C(OP2(=NP(=NP(=N2)(OC2=C(C=CC=C2)CC=C)OC2=C(C=CC=C2)CC=C)(OC2=C(C=CC=C2)CC=C)OC2=C(C=CC=C2)CC=C)OC2=C(C=CC=C2)CC=C)C=CC=C1 hexa(2-allylphenoxy)cyclotriphosphazene